5-(7-hydroxy-3-isopentyl-1-methyl-2-oxo-1,2,3,4-tetrahydroquinazolin-6-yl)isothiazol-3(2H)-one 1,1-dioxide OC1=C(C=C2CN(C(N(C2=C1)C)=O)CCC(C)C)C1=CC(NS1(=O)=O)=O